8-((2-Methyl-4-(trifluoromethoxy)phenyl)sulfonyl)-2-(tetrahydro-2H-pyran-4-yl)-2,8-diazaspiro[4.5]decane CC1=C(C=CC(=C1)OC(F)(F)F)S(=O)(=O)N1CCC2(CCN(C2)C2CCOCC2)CC1